((R)-1-(4-(ethylsulfonyl)phenyl)-2-hydroxyethyl)-2-((2S)-2-((2-fluoroethoxy)methyl)-4-(4-(trifluoromethyl)phenyl)pyrrolidin-1-yl)pyrimidine-5-carboxamide C(C)S(=O)(=O)C1=CC=C(C=C1)[C@@H](CO)C1=NC(=NC=C1C(=O)N)N1[C@@H](CC(C1)C1=CC=C(C=C1)C(F)(F)F)COCCF